FC1=CC=C(C=C1)NC1=NC(=C2N=CNC2=N1)N1CCCCC1 N-(4-fluorophenyl)-6-(piperidin-1-yl)-9H-purin-2-amine